N[C@@H]1CN(C[C@H]1OC)C1=NC(=NC=C1)N1C[C@@H]2N([C@@H](CN(C2)C2=C3C=CC=NC3=C(C=C2)C#N)C)CC1 5-[(4R,9aR)-8-[4-[(3R,4R)-3-amino-4-methoxy-pyrrolidin-1-yl]pyrimidin-2-yl]-4-methyl-3,4,6,7,9,9a-hexahydro-1H-pyrazino[1,2-a]pyrazin-2-yl]quinoline-8-carbonitrile